methyl (2S,4R)-4-(methylthio)pyrrolidine-2-carboxylate hydrochloride Cl.CS[C@@H]1C[C@H](NC1)C(=O)OC